P(=O)(O)(O)OCCOCCOCCOCCOCCOCCOCCOCCOCCOCCOCCOCCOCCOCCOCCOCCOCCOCCOCCOCCOCCOCCOCCOCCNC(OCC1C2=CC=CC=C2C=2C=CC=CC12)=O (9H-fluoren-9-yl)methyl (71-(phosphonooxy)-3,6,9,12,15,18,21,24,27,30,33,36,39,42,45,48,51,54,57,60,63,66,69-tricosaoxahenheptacontyl)carbamate